NC1=C(C=C(C=N1)C=1C=C2N(N1)CC[C@]21CN(CC1)C(=O)OC(C)(C)C)O[C@H](C)C1=CC=CC=C1 Tert-Butyl (3R)-2'-{6-amino-5-[(1R)-1-phenylethoxy]pyridin-3-yl}-5',6'-dihydrospiro[pyrrolidine-3,4'-pyrrolo[1,2-b]pyrazole]-1-carboxylate